C(C)(C)(C)C1=NC(=NC(=C1)Cl)C(=O)NC=1C=NC(=CC1)C(F)F 4-(tert-Butyl)-6-chloro-N-(6-(difluoromethyl)pyridin-3-yl)pyrimidine-2-carboxamide